Hex-5-yne CCCCC#C